ClC=1C(=C(C=2C(=C(SN2)N2CCN(CC2)C(\C=C\CN(C)C)=O)C1)F)C1=CC(=CC2=CC=CC=C12)O (2E)-1-(4-(5-chloro-7-fluoro-6-(3-hydroxy-1-naphthyl)-2,1-benzothiazol-3-yl)-1-piperazinyl)-4-(dimethylamino)-2-buten-1-one